[Ni](F)F.[Co] cobalt-nickel fluoride